CN1N=CC2=CC(=CC=C12)C1=C(NC2=C1C=1N(C(N=CC1C=N2)=O)[C@H]2C[C@@H](CC2)NC(OC)=O)C=2C=NN(C2)C Methyl ((1R,3R)-3-(9-(1-methyl-1H-indazol-5-yl)-8-(1-methyl-1H-pyrazol-4-yl)-2-oxo-2,7-dihydro-1H-pyrrolo[3',2':5,6]pyrido[4,3-d]pyrimidin-1-yl)cyclopentyl)carbamate